BrC1=CC=C2C(=N1)N=CN2CCC[C@H]2NCCC[C@@H]2O (2R,3S)-2-(3-(5-bromo-1H-imidazo[4,5-b]pyridin-1-yl)propyl)piperidin-3-ol